CC1=CC(=NN1)NC=1C2=C(N=C(N1)N[C@@H]1CC[C@H](CC1)CC#N)C=CN2S(=O)(=O)C2=CC=C(C=C2)C Trans-2-[4-[(4-[(5-methyl-1H-pyrazol-3-yl)amino]-5-(4-methylbenzenesulfonyl)-5H-pyrrolo[3,2-d]pyrimidin-2-yl)amino]cyclohexyl]acetonitrile